BrC1=C(N(C=2N=C3N(C(C21)=O)CCCC3)C)C3=CC=C(C=C3)Cl 3-bromo-2-(4-chlorophenyl)-1-methyl-6,7,8,9-tetrahydropyrido[1,2-a]pyrrolo[2,3-d]pyrimidin-4(1H)-one